C(C=C)(=O)N1C[C@@H](N(CC1)C1=NCN2C3=C(C(=C(C=C13)Cl)C1=C(C=C(C=C1)F)F)SC[C@@H]2CN2CCN(CC2)CC)C (3S)-7-((S)-4-acryloyl-2-methylpiperazin-1-yl)-9-chloro-10-(2,4-difluorophenyl)-3-((4-ethylpiperazin-1-yl)methyl)-2H-[1,4]thiazino[2,3,4-ij]quinazolin